1-(tert-butyl) 2-ethyl 5-(difluoromethyl)-1H-pyrrole-1,2-dicarboxylate FC(C1=CC=C(N1C(=O)OC(C)(C)C)C(=O)OCC)F